Tert-butyl-dimethyl-[2-(4-piperidyl)ethoxy]silane methyl-4-chloro-6-methylthieno[2,3-d]pyrimidine-2-carboxylate COC(=O)C=1N=C(C2=C(N1)SC(=C2)C)Cl.C(C)(C)(C)[Si](OCCC2CCNCC2)(C)C